C(C1=CC=CC=C1)OC(=O)N[C@@H](C)C(=O)OC1C(CN(CC1)C(=O)OC(C)(C)C)(F)F tert-Butyl 4-((((benzyloxy)carbonyl)-L-alanyl)oxy)-3,3-difluoropiperidine-1-carboxylate